N-{3-[2-(4-chloro-3-fluorophenoxy)acetamido]bicyclo[1.1.1]pentan-1-yl}-N2-(4-chlorophenyl)-N2-methylglycinamide ClC1=C(C=C(OCC(=O)NC23CC(C2)(C3)NC(CN(C)C3=CC=C(C=C3)Cl)=O)C=C1)F